6-((1-acryloylpiperidin-4-yl)oxy)-7-methoxy-4-((4-(trifluoromethyl)phenyl)-amino)quinoline-3-carbonitrile C(C=C)(=O)N1CCC(CC1)OC=1C=C2C(=C(C=NC2=CC1OC)C#N)NC1=CC=C(C=C1)C(F)(F)F